NC1=CC=C(OC2=CC=C(C=C2)C2(CC3=CC4=CC=CC=C4C=C3C=C2)C2=CC=C(C=C2)OC2=CC=C(C=C2)N)C=C1 2,2-bis[4-(4-aminophenoxy)phenyl]anthracene